C(\C=C\C(=O)O)(=O)O.C(C)N(C(C1=C(C=CC(=C1)F)OC1=C(N=CN=N1)N1CC2(CN(C2)[C@H](CCN(C)CCO)C(C)C)CC1)=O)C(C)C (R)-N-ethyl-5-fluoro-2-((5-(2-(1-((2-hydroxyethyl)(methyl)amino)-4-methylpentan-3-yl)-2,6-diazaspiro[3.4]octan-6-yl)-1,2,4-triazin-6-yl)oxy)-N-isopropylbenzamide fumarate